rac-N-{(1R,6S)-2,2-difluoro-6-[4-(propan-2-yl)piperazin-1-yl]cyclohexyl}-4-(5-ethyl-1,2,4-oxadiazol-3-yl)-4-methylpiperidine-1-carboxamide FC1([C@@H]([C@H](CCC1)N1CCN(CC1)C(C)C)NC(=O)N1CCC(CC1)(C)C1=NOC(=N1)CC)F |r|